C(#N)C1CN(CC1)C1=NC(=CC2=C1N=C(N=C2)N[C@H]2[C@H](COC2)NC(C=C)=O)C2=C(C(=CC(=C2Cl)OC)OC)Cl N-((3R,4S)-4-((8-(3-cyanopyrrolidin-1-yl)-6-(2,6-dichloro-3,5-dimethoxy-phenyl)pyrido[3,4-d]pyrimidin-2-yl)amino)tetrahydrofuran-3-yl)acryl-amide